NCC#CC=1C(=C2C(=NN(C2=CC1)C)N1C(NC(CC1)=O)=O)Cl 1-(5-(3-Aminoprop-1-yn-1-yl)-4-chloro-1-methyl-1H-indazol-3-yl)dihydropyrimidine-2,4(1H,3H)-dione